N-(2-(1-Benzylpiperidin-4-yl)ethyl)-5-(4-(piperidin-4-yloxy)phenyl)furan-2-carboxamide C(C1=CC=CC=C1)N1CCC(CC1)CCNC(=O)C=1OC(=CC1)C1=CC=C(C=C1)OC1CCNCC1